benzyl (S)-3-benzyl-6-(2-methoxy-2-oxoethyl)-2,9-dimethyl-4H-thieno[3,2-f][1,2,4]triazolo[4,3-a][1,4]diazepine-5(6H)-carboxylate C(C1=CC=CC=C1)C1=C(SC2=C1CN([C@H](C=1N2C(=NN1)C)CC(=O)OC)C(=O)OCC1=CC=CC=C1)C